5-(1-(1H-pyrrolo[2,3-b]pyridin-4-yl)ethoxy)-3-(6-(4-(methylsulfonyl)-4,7-diazaspiro[2.5]octan-7-yl)pyridin-3-yl)-1H-indazole N1C=CC=2C1=NC=CC2C(C)OC=2C=C1C(=NNC1=CC2)C=2C=NC(=CC2)N2CCN(C1(CC1)C2)S(=O)(=O)C